S1C(=NC=C1)S(=O)(=O)CC(=O)N1CC2=CC=C(C=C2C1)C(=O)OC methyl 2-[(1,3-thiazol-2-ylsulfonyl)acetyl]-2,3-dihydro-1H-isoindole-5-carboxylate